NC=1C=2N(C3=CC(=C(C=C3N1)F)C(=O)N1[C@H]3[C@@H](O[C@H](C1)C)CC=1C=C(C=CC13)C(F)(F)F)C=NC2 (4-amino-7-fluoroimidazo[1,5-a]quinoxalin-8-yl)((2S,4aR,9aS)-2-methyl-7-(trifluoromethyl)-2,3,9,9a-tetrahydroindeno[2,1-b][1,4]oxazin-4(4aH)-yl)methanone